4,4-dihydroxy-8-({1-[(2H-tetrazol-5-yl)acetyl]azetidin-3-yl}oxy)-5-oxa-4-boranuidabicyclo[4.4.0]deca-1(6),7,9-triene-7-carboxylic acid disodium salt [Na+].[Na+].O[B-]1(CCC=2C=CC(=C(C2O1)C(=O)O)OC1CN(C1)C(CC=1N=NNN1)=O)O.O[B-]1(CCC=2C=CC(=C(C2O1)C(=O)O)OC1CN(C1)C(CC=1N=NNN1)=O)O